trifluoroisopropyl-hydrazine hydrochloride Cl.FN(N(C(C)C)F)F